N[C@@H](C(C)C)C(=O)N[C@@H](CO[C@@H]1O[C@@H]([C@H]([C@@H]([C@H]1OC(C)=O)OC(C)=O)OC(C)=O)C(=O)OC)C(=O)O N-(L-valyl)-O-((2R,3R,4S,5S,6S)-3,4,5-triacetoxy-6-(methoxycarbonyl)tetrahydro-2H-pyran-2-yl)-L-serine